C(C)(C)(C)N(C(O)=O)CC=1OC2=C(C1)C=C(C(=C2)C(F)(F)F)Br.ClC2=NC=C(C(=O)NC)C(=C2)NC2=C(C=CC=C2)N(S(=O)(=O)C)C 6-chloro-N-methyl-4-((2-(N-methylmethanesulfonamido)phenyl)amino)nicotinamide tert-butyl-(5-bromo-6-(trifluoromethyl)benzofuran-2-yl)methylcarbamate